2-Hydroxy-5-[(E)-2-{4-[(pyridine-2-yl)sulfamoyl]phenyl}di-azen-1-yl]benzamide OC1=C(C(=O)N)C=C(C=C1)\N=N\C1=CC=C(C=C1)S(NC1=NC=CC=C1)(=O)=O